2-(dibutylamino)-1,3,5-triazine C(CCC)N(C1=NC=NC=N1)CCCC